(R)-(4-Chlorophenyl)(8-methyl-3-(pyrazolo[1,5-a]pyridin-2-yl)-5,6-dihydro-[1,2,4]Triazolo[4,3-a]pyrazin-7(8H)-yl)methanone ClC1=CC=C(C=C1)C(=O)N1[C@@H](C=2N(CC1)C(=NN2)C2=NN1C(C=CC=C1)=C2)C